CN(C=1C(=C(C(=C2C=NNC12)C1=CC=2N(C=C1)N=C(C2)NC(=O)C2C(C2)F)C(F)(F)F)F)C N-(5-(7-(dimethylamino)-6-fluoro-5-(trifluoromethyl)-1H-indazol-4-yl)pyrazolo[1,5-a]pyridin-2-yl)-2-fluorocyclopropane-1-carboxamide